BrC1=CC(=C(C(=O)NC)C=C1)NC(=O)NC1=CC(=CC=C1)Br 4-bromo-2-[3-(3-bromophenyl)ureido]-N-methylbenzamide